2-(3-(7,7-difluoro-2-((2S,3R)-3-hydroxy-2-methylazetidin-1-yl)-6,7-dihydro-5H-cyclopenta[d]pyrimidin-4-yl)phenylsulfonimidoyl)acetonitrile FC1(CCC2=C1N=C(N=C2C=2C=C(C=CC2)S(=O)(=N)CC#N)N2[C@H]([C@@H](C2)O)C)F